C(C)C1=C(C(=C(O1)C)CC)C ethyl-methyl-ethyl-methyl-furan